5-ethynyl-4-(8-fluoro-4-(piperazin-1-yl)pyrido[4,3-d]pyrimidin-7-yl)naphthalen-2-ol C(#C)C1=C2C(=CC(=CC2=CC=C1)O)C1=C(C=2N=CN=C(C2C=N1)N1CCNCC1)F